6-(1,4-diazaheptan-1-yl)-4-(6-{6-[(6-methoxypyridin-3-yl)methyl]-3,6-diazabicyclo[3.1.1]heptan-3-yl}pyridin-3-yl)pyrazolo[1,5-a]pyridine-3-carbonitrile N(CCNCCC)C=1C=C(C=2N(C1)N=CC2C#N)C=2C=NC(=CC2)N2CC1N(C(C2)C1)CC=1C=NC(=CC1)OC